C[C@H]1O[C@@H](CN(C1)C=1C=CC=2N(N1)C(=CN2)C#CC=2C=NC=C(C(=O)NC1=CC(=C(C=C1)CN1CCN(CC1)C)C(F)(F)F)C2)C 5-((6-((2R,6R)-2,6-Dimethylmorpholino)imidazo[1,2-b]pyridazin-3-yl)ethynyl)-N-(4-((4-methylpiperazin-1-yl)methyl)-3-(trifluoromethyl)phenyl)nicotinamide